C(CCCCCCCCCCCCCCCCCCCCCCCCO)O pentacosane-1,25-diol